FC(C=1C=CC(=NC1)C(C)N1C[C@@H](N(C[C@H]1CC)C=1C=2N(N(C(C1)=O)C)C=C(N2)CC#N)CC)F 2-(8-((2S,5R)-4-(1-(5-(difluoromethyl)pyridin-2-yl)ethyl)-2,5-diethylpiperazin-1-yl)-5-methyl-6-oxo-5,6-dihydroimidazo[1,2-b]pyridazin-2-yl)acetonitrile